BrC=1C(=NN(C1C(=O)O)C=1SC(=C(N1)C1=CC(=C(C=C1)Cl)Cl)SC(C)C)C 4-bromo-1-(4-(3,4-dichlorophenyl)-5-(isopropylsulfanyl)thiazol-2-yl)-3-methyl-1H-pyrazole-5-carboxylic acid